[Cl-].[Cl-].C(C)(C)C=1C(C2=CC=CC(=C2C1)C1=CC=C(C=C1)C(C)(C)C)[Zr+2]C1C(=CC2=C(C=CC=C12)C1=CC=C(C=C1)C(C)(C)C)C (2-isopropyl-4-(p-tert-butyl-phenyl)indenyl)(2-methyl-4-(p-tert-butyl-phenyl)indenyl)-zirconium dichloride